C(C=C)OCC1OCC1CC allyloxymethyl-3-ethyl-oxetane